N-[1-(4-chloro-3-cyano-1H-indol-7-yl)piperidin-4-yl]-4-[4-(dibutoxymethyl)piperidin-1-yl]-3-fluoro-5-methylbenzamide ClC1=C2C(=CNC2=C(C=C1)N1CCC(CC1)NC(C1=CC(=C(C(=C1)C)N1CCC(CC1)C(OCCCC)OCCCC)F)=O)C#N